ClC1=C(C=C2C=CC=C3C4=CC=CC=C4C1=C23)Cl 1,2-dichlorofluoranthene